1-(4-trifluoromethylnaphthalen-1-yl)-1H-pyrrole-2,5-dione FC(C1=CC=C(C2=CC=CC=C12)N1C(C=CC1=O)=O)(F)F